Imidazo[1,2-b]pyridazine iodide [I-].N=1C=CN2N=CC=CC21